N-[1-(ethoxycarbonyl)-4-piperidinyl]-N'-(2-pyridylmethyl)-N-(5,6,7,8-tetrahydro-8-quinolinyl)-1,4-xylylenediamine C(C)OC(=O)N1CCC(CC1)N(CC1=CC=C(C=C1)CNCC1=NC=CC=C1)C1CCCC=2C=CC=NC12